2,4-dihydroxy-6-(6,10-dihydroxy-trans-1-undecenyl)-benzoic acid OC1=C(C(=O)O)C(=CC(=C1)O)\C=C\CCCC(CCCC(C)O)O